C1(CCCC1)C1=C(C(=NC=C1)N)NC(C)CC cyclopentyl-N3-Sec-butylpyridine-2,3-diamine